C(#N)N1C[C@@H](C[C@H]1COC)NC(=O)C=1OC=CN1 N-((3R,5S)-1-cyano-5-(methoxymethyl)pyrrolidin-3-yl)oxazole-2-carboxamide